5-bromo-2-furaldehyde BrC1=CC=C(O1)C=O